FC=1C=C(NC)C=C(C1)F 3,5-difluoro-N-methylaniline